S([O-])(O)(=O)=O.O=[N+]=O nitronium bisulfate